perfluoro-n-heptyl-sulfonic acid FC(C(C(C(C(C(C(F)(F)F)(F)F)(F)F)(F)F)(F)F)(F)F)(S(=O)(=O)O)F